3,3',4,4'-tetra(tert-hexylperoxycarbonyl)benzophenone C(C)(C)(CCC)OOC(=O)C=1C=C(C(=O)C2=CC(=C(C=C2)C(=O)OOC(C)(C)CCC)C(=O)OOC(C)(C)CCC)C=CC1C(=O)OOC(C)(C)CCC